C(C)C1=NC(C2=C(N1)C=CN2C)=O 2-Ethyl-5-methyl-1,5-dihydro-4H-pyrrolo[3,2-d]pyrimidin-4-one